NC(CNC(=O)C1CNC1)C1=C(C=C(C(=C1)Cl)C)O N-[2-amino-2-(5-chloro-2-hydroxy-4-methylphenyl)ethyl]azetidine-3-carboxamide